(R)-4-(2-Chlorophenyl)-1-((1-hydroxypropan-2-yl)amino)-6-(trifluoromethyl)-3H-pyrido[1,2-c]Pyrimidine-3-one ClC1=C(C=CC=C1)C1=C2N(C(=NC1=O)N[C@@H](CO)C)C=CC(=C2)C(F)(F)F